O1CCOC12[C@H](CCC2)N2N=CC(=C2)C=2C(=C(C=CC2)NC2=C(N=NC(=C2)NC(=O)C2CC2)C(=O)N)OC (S)-4-((3-(1-(1,4-dioxaspiro[4.4]nonan-6-yl)-1H-pyrazol-4-yl)-2-methoxyphenyl)amino)-6-(cyclopropanecarboxamido)pyridazine-3-carboxamide